tert-butyl (2S)-2-[(1R,2R)-2-{[(2S)-1-hydroxy-3-phenylpropan-2-yl]carbamoyl}-1-methoxy-2-methylethyl]pyrrolidine-1-carboxylate OC[C@H](CC1=CC=CC=C1)NC(=O)[C@@H]([C@@H](OC)[C@H]1N(CCC1)C(=O)OC(C)(C)C)C